2-hydroxy-2-ethylbutyric acid OC(C(=O)O)(CC)CC